bis(trifluoroethoxy)magnesium borate B(O)(O)O.FC(CO[Mg]OCC(F)(F)F)(F)F